CN1C(N(C2=C1C=C(C=C2)N2CCC1(OCCO1)CC2)C2C(NC(CC2)=O)=O)=O 3-(3-methyl-2-oxo-5-(1,4-dioxa-8-azaspiro[4.5]decan-8-yl)-2,3-dihydro-1H-benzo[d]imidazol-1-yl)piperidine-2,6-dione